ClC1=CC(=NC2=CC(=CC=C12)C1=CC(=CC2=CC=C(C(=C12)CC)F)OCOC)OC[C@]12CCCN2C[C@@H](C1)F 4-chloro-7-(8-ethyl-7-fluoro-3-(methoxymethoxy)naphthalen-1-yl)-2-(((2R,7aS)-2-fluorotetrahydro-1H-pyrrolizin-7a(5H)-yl)methoxy)quinoline